ClC1=C(C=CC(=C1)F)C=1C(=NN(C1NC1=C(C=CC=C1F)F)C)C 4-(2-chloro-4-fluoro-phenyl)-N-(2,6-difluorophenyl)-1,3-dimethyl-1H-pyrazol-5-amin